C(C1=CC=CC=C1)NC=1C=2N(N=C(C1)NCC1=CC(=CC(=C1)C)C)C(=NN2)C(C)C N8-benzyl-N6-[(3,5-dimethylphenyl)methyl]-3-isopropyl-[1,2,4]triazolo[4,3-b]pyridazine-6,8-diamine